2-(2,6-dioxo-3-piperidyl)-5-fluoro-isoindoline O=C1NC(CCC1N1CC2=CC=C(C=C2C1)F)=O